sodium acetylide [C-]#[C-].[Na+].[Na+]